ethylenediaminetetraacetic acid, magnesium salt [Mg+2].C(CN(CC(=O)[O-])CC(=O)[O-])N(CC(=O)[O-])CC(=O)[O-].[Mg+2]